Methyl 1-methyl-2-((5-(trifluoromethyl)pyridin-2-yl)methyl)hydrazine-1-carboxylate CN(NCC1=NC=C(C=C1)C(F)(F)F)C(=O)OC